COC=1C=C(CN(C=2SC=C(N2)C(=O)OCC)CC=2C=C3C=CC=NC3=CC2)C=CC1 ethyl 2-((3-methoxybenzyl)(quinolin-6-ylmethyl)amino)thiazole-4-carboxylate